C(CCCCCCCCCC)OC(CCCCCNC1CCC(CC1)O)=O 6-((4-hydroxycyclohexyl)amino)hexanoic acid undecyl ester